FC1=CC2=C(C(=NO2)C2CCN(CC2)CCCCC(=O)C=2C=C3CCC(N4C3=C(C2)CC4)=O)C=C1 8-[5-[4-(6-fluorobenzo[d]isoxazol-3-yl)piperidin-1-yl]pentanoyl]-1,2,5,6-tetrahydro-4H-pyrrolo[3,2,1-ij]quinolin-4-one